O1C=C(C=C1)COC1=C(C=C(C=C1)NC1=C(C=2N=C(C=NC2C=C1)N1CCOCC1)C#N)OC 6-((4-(furan-3-ylmethoxy)-3-methoxyphenyl)amino)-3-morpholinoquinoxaline-5-carbonitrile